2-(methacryloyloxy)ethyltrimethylammonium hexafluorophosphate salt F[P-](F)(F)(F)(F)F.C(C(=C)C)(=O)OCC[N+](C)(C)C